CC([C@@H](C(=O)N1[C@@H]([C@H]2[C@H]3C=C[C@@H]([C@H]2C1)C3)C(=O)N[C@H](C(=O)N)C[C@H]3C(NCC3)=O)NC(C(F)(F)F)=O)(C=C)C (2S)-2-{[(1R,2S,3S,6R,7S)-4-[(2S)-3,3-dimethyl-2-(2,2,2-trifluoroacetamido)pent-4-enoyl]-4-azatricyclo[5.2.1.0^{2,6}]dec-8-en-3-yl]formamido}-3-[(3S)-2-oxopyrrolidin-3-yl]propanamide